C(C)[C@]1(C(OCC=2C(N3CC=4N(C5=CC=C(C=C5C(C4C3=CC21)=O)F)[C@@H]2CN(CC2)C)=O)=O)O (S)-4-ethyl-8-fluoro-4-hydroxy-11-((S)-1-methylpyrrolidin-3-yl)-1,12-dihydro-14H-pyrano[3',4':6,7]indolizino[2,1-b]quinoline-3,6,14(4H,11H)-trione